N-(5-(tert-butyl)-4-ethylthiazol-2-yl)-3-((7-(5-methyl-1,2,4-oxadiazol-3-yl)isoquinolin-1-yl)amino)propanamide C(C)(C)(C)C1=C(N=C(S1)NC(CCNC1=NC=CC2=CC=C(C=C12)C1=NOC(=N1)C)=O)CC